6-amino-2-(3,5-dichloro-4-((2-(4,4-dimethylcyclohexyl)-4-Methylquinolin-6-yl)oxy)phenyl)-1,2,4-triazine-3,5(2H,4H)-dione NC=1C(NC(N(N1)C1=CC(=C(C(=C1)Cl)OC=1C=C2C(=CC(=NC2=CC1)C1CCC(CC1)(C)C)C)Cl)=O)=O